IC1=CNC2=CC=CC=C12 (dl)-3-iodoindole